BrC1=CC=C(S1)S(=O)(=O)NC(C1=C(C=C(C=C1)Cl)Cl)=O N-(5-bromothiophen-2-yl)sulfonyl-2,4-dichlorobenzamide